N'-((2-hydroxybenzene-1,3,5-triyl)tri(methylene))tri(4-chloro-2-hydroxy-N,N-dimethylbutane-1-amine) OC1=C(C=C(C=C1CC(C(CCCl)O)N(C)C)CC(C(CCCl)O)N(C)C)CC(C(CCCl)O)N(C)C